1-(tert-butyl) 3,5-di((9Z,12Z)-octadeca-9,12-dien-1-yl) benzene-1,3,5-tricarboxylate C1(=CC(=CC(=C1)C(=O)OCCCCCCCC\C=C/C\C=C/CCCCC)C(=O)OCCCCCCCC\C=C/C\C=C/CCCCC)C(=O)OC(C)(C)C